FC1=CC=C(C(=O)NC2CCC3=CC(=CC=C23)/C=C/C(=O)NCCCCCC(=O)O)C=C1 (E)-6-(3-(1-(4-fluorobenzamido)-2,3-dihydro-1H-inden-5-yl)acrylamido)hexanoic acid